6-chloro-1-(2,2-difluoroethyl)-3-methyl-1H-pyrazolo[3,4-b]pyrazine ClC1=CN=C2C(=N1)N(N=C2C)CC(F)F